3-((5-(Hydroxymethyl)pyridin-3-yl)amino)piperidine-2,6-dione OCC=1C=C(C=NC1)NC1C(NC(CC1)=O)=O